C1C(CCCCCCC)O1 1,2-epoxynonane